FC(C=1N=CC(=NC1)C=1CCN([C@@H](C1)C1=CC=C(C=C1)C(=O)OC)C(=O)OCC1=CC=CC=C1)F Benzyl (S)-4-(5-(difluoromethyl) pyrazin-2-yl)-6-(4-(methoxycarbonyl) phenyl)-3,6-dihydropyridine-1(2H)-carboxylate